2-(4'-ethoxy-2'-fluoro-[1,1'-biphenyl]-4-yl)-6-fluoroquinoline-4-carboxylic acid C(C)OC1=CC(=C(C=C1)C1=CC=C(C=C1)C1=NC2=CC=C(C=C2C(=C1)C(=O)O)F)F